N-propyl-1H-imidazole C(CC)N1C=NC=C1